COC1=CC=C(CN2C3=C(C(C=4C=CC=NC24)(C2=CC(=CC=C2)NC2=NC=CC=N2)C)C(CC(C3)(C)C)=O)C=C1 10-(4-methoxybenzyl)-5,8,8-trimethyl-5-(3-(pyrimidin-2-ylamino)phenyl)-5,8,9,10-tetrahydrobenzo[b][1,8]naphthyridin-6(7H)-one